IC1=CC=C(C(=O)NCCC)C=C1 4-iodo-N-propylbenzamide